1-(tert-butoxycarbonyl)-4-oxopiperidine C(C)(C)(C)OC(=O)N1CCC(CC1)=O